bis(4-Isopropylphenyl) phenyl phosphate P(=O)(OC1=CC=C(C=C1)C(C)C)(OC1=CC=C(C=C1)C(C)C)OC1=CC=CC=C1